2-{[3,5-bis(trifluoromethyl) phenyl] carbamoyl}-4-chlorophenyl-dihydrogenphosphate bismeglumine salt N(C)C[C@H](O)[C@@H](O)[C@H](O)[C@H](O)CO.N(C)C[C@H](O)[C@@H](O)[C@H](O)[C@H](O)CO.FC(C=1C=C(C=C(C1)C(F)(F)F)NC(=O)C1=C(C=CC(=C1)Cl)OP(=O)(O)O)(F)F